C[C@H](CCC)N (R)-2-pentylamine